1-(1-Methyl-1H-pyrazol-3-yl)methyl (1-((3-chloro-4-fluorophenyl)carbamoyl)-2-methyl-4,5,6,7-tetrahydro-2H-isoindol-4-yl)carbamate ClC=1C=C(C=CC1F)NC(=O)C=1N(C=C2C(CCCC12)NC(OCC1=NN(C=C1)C)=O)C